tert-butyl 2-(diethoxyphosphoryl)-3-(3-(2-methylheptan-2-yl)-1,2,4-oxadiazol-5-yl)propanoate C(C)OP(=O)(OCC)C(C(=O)OC(C)(C)C)CC1=NC(=NO1)C(C)(CCCCC)C